2'-chloro-N-[5-(3,3-difluoropyrrolidin-1-yl)-[1,3]thiazolo[5,4-d]pyrimidin-2-yl]-5'-methoxy-6-methyl-[4,4'-bipyridine]-3-carboxamide ClC1=NC=C(C(=C1)C1=C(C=NC(=C1)C)C(=O)NC=1SC=2N=C(N=CC2N1)N1CC(CC1)(F)F)OC